[5-[[4-[[2-amino-5-(4-fluorophenyl)phenyl]carbamoyl]phenyl]sulfonimidoyl]-2-pyridyl]methyl 2,2,2-trifluoroacetate FC(C(=O)OCC1=NC=C(C=C1)S(=O)(=N)C1=CC=C(C=C1)C(NC1=C(C=CC(=C1)C1=CC=C(C=C1)F)N)=O)(F)F